C(C)N(CC)C(C(=O)[O-])C N,N-diethylaminopropionate